[Cl-].[Cl-].C[SiH](C)[Zr+2](C1C(=CC2=C(C=CC(=C12)C)C)C)C1C=2SC(=CC2C2=C1SC(=C2)C)C dimethylsilyl-(2,5-dimethyl-7H-cyclopenta[1,2-b:4,3-b']dithiophen-7-yl)-(2,4,7-trimethyl-1H-inden-1-yl)-zirconium dichloride